C(C=C)(=O)NC1=CC=C(C=C1)C1=C(C=2C(=NC=C(C2N1CCF)C#N)N)C1=CC(=C(C(=O)NC2CC2)C=C1)OC 4-(2-(4-acrylamidophenyl)-4-amino-7-cyano-1-(2-fluoroethyl)-1H-pyrrolo[3,2-c]pyridin-3-yl)-N-cyclopropyl-2-methoxybenzamide